14-hydroxy-4,6,8,10,12-pentamethylpentadecyl nonyloxymethyl ether C(CCCCCCCC)OCOCCCC(CC(CC(CC(CC(CC(C)O)C)C)C)C)C